NC1CN(CCC1)C(=O)C1=NN(C(=C1)C1=CC=C(C#N)C=C1)C1=CC=C(C=C1)OC 4-(3-(3-Aminopiperidine-1-carbonyl)-1-(4-methoxyphenyl)-1H-pyrazol-5-yl)benzonitrile